C(C)NS(=O)(=O)C1=C(C=CC(=C1)NC=1N=NC=C(C1)C(C)C)C1=CN=C(S1)[C@@H]1CC[C@H](CC1)NC(OC(C)C)=O isopropyl trans-N-[4-[5-[2-(ethylsulfamoyl)-4-[(5-isopropylpyridazin-3-yl)amino]phenyl]thiazol-2-yl]cyclohexyl]carbamate